Tert-butyl (1R,3r,5S)-3-(2-ethoxy-2-oxoethoxy)-8-azabicyclo[3.2.1]octane-8-carboxylate C(C)OC(COC1C[C@H]2CC[C@@H](C1)N2C(=O)OC(C)(C)C)=O